FC(C(C)(C)O)(F)C=1C(=C(C=CC1)[C@@H](C)NC1=NC(=NC2=CC3=C(C=C12)N(C(C(O3)C(C)C)=O)C)C)F 4-(((R)-1-(3-(1,1-difluoro-2-hydroxy-2-methylpropyl)-2-fluorophenyl)ethyl)amino)-8-isopropyl-2,6-dimethyl-6H-[1,4]oxazino[3,2-g]quinazolin-7(8H)-one